OC(C(=O)OC1C[N+](CCC1)(C)COC(NC(C)C)=O)(C1=CC=CC=C1)C1=CC=CC=C1 3-(2-hydroxy-2,2-diphenylacetoxy)-1-(((isopropylcarbamoyl)oxy)methyl)-1-methylpiperidin-1-ium